N-(7-fluoro-2-methyl-benzotriazol-5-yl)-1,1-diphenyl-methanimine FC1=CC(=CC=2C1=NN(N2)C)N=C(C2=CC=CC=C2)C2=CC=CC=C2